BrC=1SC=C(N1)/C=C/C(=O)N(CC1=CC=C(C=C1)F)C1=CC(=CC(=C1)OC)OC (E)-3-(2-bromothiazol-4-yl)-N-(3,5-dimethoxyphenyl)-N-(4-fluorobenzyl)acrylamide